(3-(3-Cyclopropyl-1,2,4-thiadiazol-5-yl)-8-(2-methoxyethyl)-5,6-dihydro-[1,2,4]triazolo[4,3-a]pyrazin-7(8H)-yl)(3,4-dichlorophenyl)methanone C1(CC1)C1=NSC(=N1)C1=NN=C2N1CCN(C2CCOC)C(=O)C2=CC(=C(C=C2)Cl)Cl